α-Ketoglutaric Acid di(hydroxyethylmethacrylate) OCCC=C(C(=O)O)C.OCCC=C(C(=O)O)C.O=C(C(=O)O)CCC(=O)O